1,2,6-hexanetricarbonitrile C(C(CCCCC#N)C#N)C#N